5-amino-1-tert-butyl-N-[3-(4-{[(3S,4R)-3-fluoro-1-methylpiperidin-4-yl]amino}-1-(2,2,2-trifluoroethyl)indol-2-yl)prop-2-yn-1-yl]-1H-pyrazole-4-carboxamide NC1=C(C=NN1C(C)(C)C)C(=O)NCC#CC=1N(C2=CC=CC(=C2C1)N[C@H]1[C@H](CN(CC1)C)F)CC(F)(F)F